2-(4-bromobenzamido)-3-(furan-2-yl)acrylic acid BrC1=CC=C(C(=O)NC(C(=O)O)=CC=2OC=CC2)C=C1